2,2'-(4-{1-Ethoxy-3-[4-(2-ethoxyethoxy)phenyl]-1-oxopropan-2-yl}-10-[1-ethoxy-1-oxobutan-2-yl]-1,4,7,10-tetraazacyclododecane-1,7-diyl)diacetic acid C(C)OC(C(CC1=CC=C(C=C1)OCCOCC)N1CCN(CCN(CCN(CC1)CC(=O)O)C(C(=O)OCC)CC)CC(=O)O)=O